2-(1-Cyclopropyl-4-methyl-1H-pyrazol-5-yl)-5-methoxy-N-methyl-N-(4-(1-methyl-4-(trifluoromethyl)-1H-imidazol-2-yl)benzyl)pyrimidin-4-amine C1(CC1)N1N=CC(=C1C1=NC=C(C(=N1)N(CC1=CC=C(C=C1)C=1N(C=C(N1)C(F)(F)F)C)C)OC)C